(ethyl-n-propylamino)dimethylvinylsilane (2,4,6-trinitrophenyl)-adenosine-5'-triphosphate P(O)(=O)(OP(=O)(O)OP(=O)(O)O)OC[C@@H]1[C@H]([C@H]([C@@](O1)(N1C=NC=2C(N)=NC=NC12)C1=C(C=C(C=C1[N+](=O)[O-])[N+](=O)[O-])[N+](=O)[O-])O)O.C(C)N(CCC)[SiH2]C=C(C)C